2-(4-(8-((1H-1,2,4-triazol-3-yl)methoxy)-4-(aminomethyl)-1-oxo-1,2-Dihydrophthalazin-6-yl)-1-methyl-1H-pyrazol-5-yl)-4-chloro-6-cyclopropoxy-3-fluorobenzonitrile N1N=C(N=C1)COC=1C=C(C=C2C(=NNC(C12)=O)CN)C=1C=NN(C1C1=C(C#N)C(=CC(=C1F)Cl)OC1CC1)C